S1C(NCC1)=O 1,3-thiazolidin-2-one